ClC=1C=2C(N=C3N(C2C=CC1)C1=CC(=CC=C1C3(C)C)N3CCC(CC3)CN3CCC(CC3)C=O)=O 1-((1-(4-chloro-7,7-dimethyl-5-oxo-5,7-dihydroindolo[1,2-a]quinazolin-10-yl)piperidin-4-yl)methyl)piperidine-4-carbaldehyde